ClC1=C(C(=CC=C1)Cl)N1N=C(C(=C1)NC1=CC=C(C=C1)C(=O)N1CCOCC1)C(=O)N 1-(2,6-dichlorophenyl)-4-((4-(morpholine-4-carbonyl)phenyl)amino)-1H-pyrazole-3-carboxamide